CN(N1C(C=CC(=C1)[C@@H]1OCC[C@@H](C1)C1=NC2=NC(=C(N=C2C(=N1)C12CC(C1)(C2)C(F)(F)F)C)C)=O)C 1-(dimethylamino)-5-[(2R,4S)-4-[6,7-dimethyl-4-[3-(trifluoromethyl)-1-bicyclo[1.1.1]pentanyl]pteridin-2-yl]tetrahydropyran-2-yl]pyridin-2-one